Cl.O1C=CC2=C1C=CC(=C2)C=2C(=C(C1=C(OC(O1)(C1CCNCC1)C)C2)C)C(=O)NCC=2C(NC(=CC2SC)C)=O (Benzofuran-5-yl)-2,4-dimethyl-N-((6-methyl-4-(methylthio)-2-oxo-1,2-dihydropyridin-3-yl)methyl)-2-(piperidin-4-yl)benzo[d][1,3]dioxol-5-carboxamide hydrochloride